BrC1(NC(=CC(=C1)OCCOC)Br)CCCCCCCCCCCCCCCCCC(=O)N 2,6-dibromo-4-(2-methoxyethoxy)pyridineStearamide